2-[4,7-dichloro-6-[4-[(3R,4R)-1-ethyl-3-fluoro-4-piperidinyl]phenyl]indazol-2-yl]-2-[(6R)-6-fluoro-6,7-dihydro-5H-pyrrolo[1,2-c]imidazol-1-yl]acetic acid ethyl ester C(C)OC(C(C1=C2N(C=N1)C[C@@H](C2)F)N2N=C1C(=C(C=C(C1=C2)Cl)C2=CC=C(C=C2)[C@@H]2[C@H](CN(CC2)CC)F)Cl)=O